2-tributylstannylpyrazine C(CCC)[Sn](C1=NC=CN=C1)(CCCC)CCCC